ClC=1C=C(C=NC(C(=O)O)CC2=CC=C(C=C2)O)C=C(C1)O 2-(3-chloro-5-hydroxy-benzylideneamino)-3-(4-hydroxyphenyl)propanoic acid